(S)-tert-butyl (1-((4-(hydroxymethyl)phenyl)amino)-1-oxopropan-2-yl)carbamate OCC1=CC=C(C=C1)NC([C@H](C)NC(OC(C)(C)C)=O)=O